FC1=CC(=CC2=C1N=C(O2)C2=CC=C(C=C2)NC(=O)C2COCC2)F N-[4-(4,6-Difluoro-1,3-benzoxazol-2-yl)phenyl]tetrahydrofuran-3-carboxamid